C(=O)O.ClC1=C(C=C(C=C1)C#N)C=1C=C2C(=NN(C2=CC1)C(=O)OCC1CC1)NC(=O)[C@H]1CNCCC1 Cyclopropylmethyl 5-(2-chloro-5-cyanophenyl)-3-{[(3R)-piperidin-3-ylcarbonyl]amino}-1H-indazole-1-carboxylate formate